1,3-bis(3-pentyloxypropyl)imidazolium C(CCCC)OCCCN1C=[N+](C=C1)CCCOCCCCC